(5-(3,4-dihydroquinolin-1(2H)-yl)-[1,2,4]triazolo[4,3-a]quinazolin-8-yl)methanol N1(CCCC2=CC=CC=C12)C1=NC=2N(C3=CC(=CC=C13)CO)C=NN2